NC1=NC=CC(=C1)C=1OC=C(N1)C(=O)NC=1C(=CC2=C(CC(O2)(C)CO)C1)C1=CC=NC=C1 2-(2-Aminopyridin-4-yl)-N-(2-(hydroxymethyl)-2-methyl-6-(pyridin-4-yl)-2,3-dihydrobenzofuran-5-yl)oxazole-4-carboxamide